1-Octyl-3-Methylpyridinium triflat [O-]S(=O)(=O)C(F)(F)F.C(CCCCCCC)[N+]1=CC(=CC=C1)C